NC1=C2N=CN(C2=NC(=N1)Cl)[C@H]1[C@H]([C@@H]([C@H](O1)COC(C(=O)O)(C(=O)O)CC1=CC(=CC=C1)N)O)F 2-(((2r,3r,4s,5r)-5-(6-amino-2-chloro-9H-purin-9-yl)-4-fluoro-3-hydroxytetrahydrofuran-2-yl)methoxy)-2-(3-aminobenzyl)malonic acid